8-chloro-5,6,6a,7-tetrahydro-4H-dibenzo[de,g]quinoline hydrochloride Cl.ClC1=CC=CC=2C3=C4C(CCNC4CC21)=CC=C3